N-(4-chloro-3-{4-[5-(difluoromethoxy)pyridin-2-yl]-6-oxo-1,6-dihydropyrimidin-2-yl}benzyl)propanamide ClC1=C(C=C(CNC(CC)=O)C=C1)C=1NC(C=C(N1)C1=NC=C(C=C1)OC(F)F)=O